N[C@H](CO)[C@@H](C)OCC1CCCCC1 (2r,3r)-2-amino-3-(cyclohexylmethoxy)butan-1-ol